ClC=1C=C2C=CN(C2=C(C1)C1=C2C(=NC=C1)C=C(S2)CN2C(C1CC1C2=O)=O)CC2(CCNCC2)C#N 4-((5-chloro-7-(2-((2,4-dioxo-3-azabicyclo[3.1.0]hex-3-yl)methyl)thieno[3,2-b]pyridin-7-yl)-1H-indol-1-yl)methyl)piperidine-4-carbonitrile